3α-hydroxy-6α-ethylidene-7-keto-5β-cholanic acid O[C@H]1C[C@H]2C(C([C@H]3[C@@H]4CC[C@H]([C@@H](CCC(=O)O)C)[C@]4(CC[C@@H]3[C@]2(CC1)C)C)=O)=CC